dimethylaluminum Methoxide C[O-].C[Al+]C